4-phenylpyridazin-3-one C1(=CC=CC=C1)C=1C(NN=CC1)=O